ClC1=C(C=C(C=C1)F)C1NC(C=2C=3C=NN(C3C=C(C21)NC(C2=CC(=CC(=C2)F)C(F)(F)F)=O)CC(F)F)=O N-[6-(2-chloro-5-fluorophenyl)-3-(2,2-difluoroethyl)-8-oxo-7,8-dihydro-6H-pyrrolo[4,3-e]indazol-5-yl]-5-fluoro-3-(trifluoromethyl)benzamide